ClC=1C=C(C=CC1)C=1C=CC=2C(C3=CC=CC=C3N(C2C1)C1=CC=CC=C1)=O 3-(3-chlorophenyl)-10-phenylacridin-9(10H)-one